CN1C(C2(C3=CC=CC=C13)CCCCC2)=O 1'-methyl-2'-oxospiro[cyclohexane-1,3'-indole]